dimethyloctadecyl-[3-(triethoxysilyl)propyl]ammonium iodide [I-].C[N+](CCC[Si](OCC)(OCC)OCC)(CCCCCCCCCCCCCCCCCC)C